ClC1=C(C=C(C=C1)C1=CC(=C(C=C1)O)CN1CCOCC1)CC(C(=O)NC1=CC=C(C=C1)C1=NN=CN1C)NC(=O)C=1N(N=CC1)C N-[1-[[2-chloro-5-[4-hydroxy-3-(morpholinomethyl)phenyl]phenyl]methyl]-2-[4-(4-methyl-1,2,4-triazol-3-yl)anilino]-2-oxo-ethyl]-2-methyl-pyrazole-3-carboxamide